C12OCC(C1)(C2)COC2=C(C=C(C(=C2)Cl)C#N)NS(=O)(=O)C=2C=C(C(=O)O)C=CC2C2CC2 3-(N-(2-((2-oxabicyclo[2.1.1]hexan-4-yl)methoxy)-4-chloro-5-cyanophenyl)sulfamoyl)-4-cyclopropylbenzoic acid